O[C@@H](C)[C@H]1N(C[C@@H](C1)OC(F)(F)F)C(=O)OC(C)(C)C tert-Butyl (2S,4R)-2-((S)-1-hydroxyethyl)-4-(trifluoromethoxy)pyrrolidine-1-carboxylate